(4-(5-Bromofuran-2-yl)but-3-yn-1-yl)carbamic acid tert-butyl ester C(C)(C)(C)OC(NCCC#CC=1OC(=CC1)Br)=O